N[C@@H](CCCCN)C(=O)O.N[C@@H](CCCCN)C(=O)O.[Fe] iron bislysine